7-Fluoro-1H-pyrrolo[3,2-C]pyridine-3-carbonyl azide FC=1C2=C(C=NC1)C(=CN2)C(=O)N=[N+]=[N-]